N-Propoxy-1-[4-[5-(trifluoromethyl)-1,2,4-oxadiazol-3-yl]phenyl]methanamine C(CC)ONCC1=CC=C(C=C1)C1=NOC(=N1)C(F)(F)F